3-[6-(2-cyclopentyloxy-pyridin-3-yl)-1-oxo-3,4-dihydro-1H-isoquinolin-2-yl]-propionic acid C1(CCCC1)OC1=NC=CC=C1C=1C=C2CCN(C(C2=CC1)=O)CCC(=O)O